(S)-1'-(6-((2-amino-3-chloropyridin-4-yl)thio)-1,2,4-triazin-3-yl)-1,3-dihydrospiro[inden-2,4'-piperidin]-1-amine monobutyrate C(CCC)(=O)O.NC1=NC=CC(=C1Cl)SC1=CN=C(N=N1)N1CCC2(CC1)[C@@H](C1=CC=CC=C1C2)N